COC=1C=C(C=CC1O)C=CC(=O)C1=CC=C(C=C1)NC(=O)C1=C(C=CC=C1)C1=NC2=C(N1)C=CC(=C2)C(C2=CC=CC=C2)=O 2-[2-[[4-[3-(3-Methoxy-4-hydroxyphenyl)acryloyl]phenyl]carbamoyl]phenyl]-5-benzoyl-1H-benzimidazole